(R)-2-fluoro-4-((4-((2-methoxyethyl)amino)pyrimidin-2-yl)amino)-N-(8-methylisoquinolin-1-yl)-N-(piperidin-3-yl)benzamide FC1=C(C(=O)N([C@H]2CNCCC2)C2=NC=CC3=CC=CC(=C23)C)C=CC(=C1)NC1=NC=CC(=N1)NCCOC